C(C)(=O)[C@@]1([C@@H](O[C@H]([C@@H]([C@H]1O)OC(C)=O)C)OC1=C(OC=2C=C(C=C(C2C1=O)O)O)C1=CC=C(O)C=C1)O kaempferol-3-O-(2,4-O-diacetyl α-L-rhamnopyranoside)